3-(5-Amino-6-(2-methylthiazol-5-yl)pyrazin-2-yl)-5-fluoro-N-(1-(hydroxymethyl)-2-oxabicyclo[2.1.1]hexan-4-yl)-4-methylbenzenesulfonamide Trifluoroacetate Salt FC(C(=O)O)(F)F.NC=1N=CC(=NC1C1=CN=C(S1)C)C=1C=C(C=C(C1C)F)S(=O)(=O)NC12COC(C1)(C2)CO